di-tert-butyl ((3R)-4-(3-(4-fluorophenyl)-1H-indole-2-carboxamido)-2-((triisopropylsilyl)oxy)butane-1,3-diyl)dicarbamate FC1=CC=C(C=C1)C1=C(NC2=CC=CC=C12)C(=O)NC[C@H](C(CNC(OC(C)(C)C)=O)O[Si](C(C)C)(C(C)C)C(C)C)NC(OC(C)(C)C)=O